N-{(1R)-1-[2'-(aminomethyl)-4'-fluorobiphenyl-3-yl]ethyl}-6,7-dimethoxy-2-methylquinazolin-4-amine NCC1=C(C=CC(=C1)F)C1=CC(=CC=C1)[C@@H](C)NC1=NC(=NC2=CC(=C(C=C12)OC)OC)C